ClC=1C(=NN2C1C(NCCC2)=O)C(=O)OCC ethyl 3-chloro-4-oxo-5,6,7,8-tetrahydropyrazolo[1,5-a][1,4]diazepine-2-carboxylate